CC1(CC(CC1)=O)C(=O)O 1-Methyl-3-oxo-cyclopentanecarboxylic acid